N-(4-bromo-2,5-difluorophenyl)-6-methoxy-6-(trifluoromethyl)-4,5,6,7-tetrahydro-1H-indole-3-sulfonamide BrC1=CC(=C(C=C1F)NS(=O)(=O)C1=CNC=2CC(CCC12)(C(F)(F)F)OC)F